3-((7-cyano-2-(5-fluoro-1H-pyrrolo[2,3-b]pyridin-3-yl)pyrrolo[2,1-f][1,2,4]triazin-4-yl)amino)bicyclo[2.2.2]octane-2-carboxylic acid C(#N)C1=CC=C2C(=NC(=NN21)C2=CNC1=NC=C(C=C12)F)NC1C(C2CCC1CC2)C(=O)O